C(C)N(C(COC1=CC=C(C=C1)C)=O)CC1=COC=C1 N-ethyl-N-(furan-3-ylmethyl)-2-(p-tolyloxy)acetamide